FC1(CCC(OC1)C=O)F 5,5-difluorotetrahydro-2H-pyran-2-carbaldehyde